Lauryl-Dimethyl-Amin C(CCCCCCCCCCC)N(C)C